(1R,3S,5R)-2-(2-(3-acetyl-7-methyl-5-(2-methylpyrimidin-5-yl)-1H-indazol-1-yl)acetyl)-N-(6-methoxypyridin-2-yl)-5-methyl-2-azabicyclo[3.1.0]hexane-3-carboxamide C(C)(=O)C1=NN(C2=C(C=C(C=C12)C=1C=NC(=NC1)C)C)CC(=O)N1[C@@H]2C[C@@]2(C[C@H]1C(=O)NC1=NC(=CC=C1)OC)C